ClC1=CC(=C(C=C1)C=1C=C(C=2C(=NC(=C(N2)C)C)N1)C1C[C@@H](OCC1)C=1C=NN(C1)C1CC1)F 6-(4-chloro-2-fluorophenyl)-8-((2R)-2-(1-cyclopropyl-1H-pyrazol-4-yl)tetrahydro-2H-pyran-4-yl)-2,3-dimethylpyrido[2,3-b]pyrazine